1-(3-Bromo-4-(methyl-d3)phenyl)-2,2,2-trifluoroethan BrC=1C=C(C=CC1C([2H])([2H])[2H])CC(F)(F)F